N-(6-(2-chloro-5-fluorophenyl)-3-(2,2-difluoroethyl)-1-fluoro-8-oxo-3,6,7,8-tetrahydropyrrolo[3,4-e]indazol-5-yl)-3-fluoro-5-(trifluoromethyl)benzamide Ammonium glycolat C(CO)(=O)[O-].[NH4+].ClC1=C(C=C(C=C1)F)C1NC(C=2C=3C(=NN(C3C=C(C21)NC(C2=CC(=CC(=C2)C(F)(F)F)F)=O)CC(F)F)F)=O